tert-butyl (1R,2S,3S,5S)-2-fluoro-3-([5-[2-(methoxymethoxy)-4-(4,4,5,5-tetramethyl-1,3,2-dioxaborolan-2-yl)phenyl]pyrazin-2-yl](methyl)amino)-8-azabicyclo[3.2.1]octane-8-carboxylate F[C@@H]1[C@H]2CC[C@@H](C[C@@H]1N(C)C1=NC=C(N=C1)C1=C(C=C(C=C1)B1OC(C(O1)(C)C)(C)C)OCOC)N2C(=O)OC(C)(C)C